COC1=C(C(=C(C=C1)C(CCCCC)C1=C(C(=C(C=C1)OC)OC)OC)OC)OC bis(trimethoxyphenyl)hexane